BrC=1C=CC(=C(C1)CCO)F 2-(5-bromo-2-fluorophenyl)ethanol